(6-bromo-3-pyridinyl)-[2,2,3,3,5,5,6,6-octadeutero-4-(trideuteromethyl)piperazin-1-yl]methanone BrC1=CC=C(C=N1)C(=O)N1C(C(N(C(C1([2H])[2H])([2H])[2H])C([2H])([2H])[2H])([2H])[2H])([2H])[2H]